N-(5,8-Difluorochroman-4-yl)-4-(trifluoromethoxy)benzenesulfonamide FC1=C2C(CCOC2=C(C=C1)F)NS(=O)(=O)C1=CC=C(C=C1)OC(F)(F)F